C(C)(C)(C)NCC#CC1=CC2=C(N=C3N2[C@H]2C4=C(C(N([C@@H]3C2)C([2H])([2H])[2H])=O)C=CC=C4OC(F)F)C=C1 (7R,14R)-11-(3-(tert-butylamino)prop-1-yn-1-yl)-1-(difluoromethoxy)-6-(methyl-d3)-6,7-dihydro-7,14-methanobenzo[f]benzo[4,5]imidazo[1,2-a][1,4]diazocin-5(14H)-one